N-1-naphthyl-acrylamide tert-butyl-(8-acetylpyrido[3,4-d]pyridazin-5-yl)((5-fluoro-2,3-dihydrobenzofuran-4-yl)methyl)carbamate C(C)(C)(C)OC(N(CC1=C(C=CC2=C1CCO2)F)C2=NC=C(C=1C2=CN=NC1)C(C)=O)=O.C1(=CC=CC2=CC=CC=C12)NC(C=C)=O